3-chloro-2-hexyloxybenzyl bromide ClC=1C(=C(CBr)C=CC1)OCCCCCC